N-Methyl-8-azabicyclo[3.2.1]octan-3-ol CN1C2CC(CC1CC2)O